CC1(CC(=CC2=CC=CC=C12)CCC1OCC(CO1)=O)C 2-[2-(4,4-dimethyl-3,4-dihydronaphthalen-2-yl)ethyl]-1,3-dioxan-5-one